2-quinolinecarboxylic acid, ethyl ester N1=C(C=CC2=CC=CC=C12)C(=O)OCC